[O-]P([O-])(=O)OP(=O)([O-])[O-].N1C=NC=[C-]1 5-imidazolide diphosphate